NC(CO)(CO)CO amino-tris(hydroxymethyl)methane